CN1CC(C1)(C)[C@@](O)(C1=CC=C(C=C1)OC(F)(F)F)C1=CC(=CC=C1)C1=NN(C=C1)C (R)-(1,3-Dimethyl-azetidin-3-yl)-[3-(1-methyl-1H-pyrazol-3-yl)-phenyl]-(4-trifluoromethoxy-phenyl)-methanol